C(C=C)(=O)NC=1C=C(C=CC1)C=1C=C(C=C2C=NC=NC12)C1=CC=C(C(=O)NC2=CC(=CC=C2)C2CC2)C=C1 4-(8-(3-acrylamidophenyl)quinazolin-6-yl)-N-(3-cyclopropylphenyl)benzamide